tetramethyl-N'-ethylguanidinium C[N+](=C(N(C)C)NCC)C